C1C=CC2C3CC(C(C12)C3)OC(C)=O acetic acid 3a,4,5,6,7,7a-hexahydro-4,7-methanoinden-6-yl ester